N-(phenylthio)piperidine C1(=CC=CC=C1)SN1CCCCC1